C(C)(C)(C)S=N (S)-tert-butylsulfimide